FC(C1=NC(=NC=C1)OC1=C(C=C(C=C1)C1=CN(C=2N=CN=C(C21)N)C)F)F 5-(4-((4-(difluoromethyl)pyrimidin-2-yl)oxy)-3-fluorophenyl)-7-methyl-7H-pyrrolo[2,3-d]pyrimidin-4-amine